ClC1=C(C=CC=C1Cl)N1CCN(CC1)CCC1CC(C1)NC(=O)C1=CC=NS1 N-(3-(2-(4-(2,3-dichlorophenyl)piperazin-1-yl)ethyl)cyclobutyl)isothiazole-5-carboxamide